Cl.N=1C=NN2C1C=C(C=C2)C2=C(C=CC=C2)O ([1,2,4]triazolo[1,5-a]pyridin-7-yl)phenol hydrochloride